ClC1=CC(=C(COC2=NC=CC=C2C=2CCN(C(C2)=O)CC2=NC3=C(N2C[C@H]2OCC2)C=C(C=C3)C(=O)OC)C=C1)F methyl (S)-2-((2-((4-chloro-2-fluorobenzyl) oxy)-6'-oxo-3',6'-dihydro-[3,4'-bipyridin]-1'(2'H)-yl) methyl)-1-(oxetan-2-ylmethyl)-1H-benzo[d]imidazole-6-carboxylate